2-(trimethylsilyl)ethyl 8-(2-(methoxycarbonyl)-6-(propylcarbamoyl)pyridin-3-yl)-6-methyl-5,6-dihydro-4H-benzo[b]thieno[2,3-d]azepine-9-carboxylate COC(=O)C1=NC(=CC=C1C=1C(=CC2=C(N(CCC3=C2SC=C3)C)C1)C(=O)OCC[Si](C)(C)C)C(NCCC)=O